4-methoxy-6-methylnicotinic acid COC1=CC(=NC=C1C(=O)O)C